Trans-2,2-dichloro-N-(4-chloro-3-(2-(dimethylglycyl)hydrazine-1-carbonyl)phenyl)-3-(3,5-dichlorophenyl)cyclopropane-1-carboxamide ClC1([C@H]([C@@H]1C1=CC(=CC(=C1)Cl)Cl)C(=O)NC1=CC(=C(C=C1)Cl)C(=O)NNC(CN(C)C)=O)Cl